5-((7-(2-fluoro-4-((4-methylpiperazin-1-yl)methyl)phenyl)quinolin-4-yl)oxy)benzo[d]thiazole FC1=C(C=CC(=C1)CN1CCN(CC1)C)C1=CC=C2C(=CC=NC2=C1)OC=1C=CC2=C(N=CS2)C1